CN(C(=O)[C@H]1CN(CC[C@@H]1NC(=O)C1=NOC(=C1)C1=C(C=C(C=C1)F)F)[C@H]1[C@@H](CCC1)CC)C (3S,4S)-4-{[5-(2,4-difluoro-phenyl)-isoxazole-3-carbonyl]-amino}-1-((1R,2R)-2-ethyl-cyclopentyl)-piperidine-3-carboxylic acid dimethylamide